COC1=C(C=CC(=C1)OC)C(CC(=O)OCC)=O Ethyl 3-(2,4-dimethoxyphenyl)-3-oxo-propionate